CS(=O)(=O)C1CN(CC1)C(=O)C1=CC(=NC=C1)C(=O)N 4-(3-(methylsulfonyl)pyrrolidine-1-carbonyl)picolinamide